COC(=O)C=1C=CC2=C(N(C(=N2)CCl)CC2=CN=CN2C)C1 2-(Chloromethyl)-1-[(1-methyl-1H-imidazol-5-yl)methyl]-1H-benzoimidazole-6-carboxylic acid methyl ester